1,4-bis(4-hydroxyphenylsulfonyl)benzene OC1=CC=C(C=C1)S(=O)(=O)C1=CC=C(C=C1)S(=O)(=O)C1=CC=C(C=C1)O